NCC(C(OCCOCCNC(O)=O)(C)C)F.C(#N)CC(=O)NC1=CC(=C(C=C1)C)C1=CSC2=C1N=C(N=C2)NC2=CC=C(C=C2)N2CCOCC2 2-cyano-N-(4-methyl-3-(2-(4-morpholinophenylamino)thieno[3,2-d]pyrimidin-7-yl)phenyl)acetamide N-[2-[2-(3-amino-2-fluoro-1,1-dimethyl-propoxy)ethoxy]ethyl]carbamate